2-(8-((2S,5R)-2,5-dimethyl-4-(1-(3-methylquinoxalin-6-yl)ethyl)piperazin-1-yl)-7-fluoro-5-methyl-6-oxo-5,6-dihydroimidazo[1,2-b]pyridazin-2-yl)acetonitrile C[C@@H]1N(C[C@H](N(C1)C(C)C=1C=C2N=C(C=NC2=CC1)C)C)C=1C=2N(N(C(C1F)=O)C)C=C(N2)CC#N